N1(C[C@@H](NCC1)C(=O)OC)C(=O)OC(C)(C)C O1-tert-butyl O3-methyl (3R)-piperazine-1,3-dicarboxylate